FC1=C(C=CC=C1O)C1=NNC=C1OC1=CC=C(C#N)C=C1 4-[[3-(2-Fluoro-3-hydroxyphenyl)-1H-pyrazol-4-yl]oxy]benzonitrile